3-[5-(4-fluorophenyl)-2-furyl]acrylic acid FC1=CC=C(C=C1)C1=CC=C(O1)C=CC(=O)O